ClC=1C2=CN(N=C2C(=C(C1)C1=CC=C(CCN(C(OC(C)(C)C)=O)CCOC)C=C1)Cl)[C@@H](C(NC=1SC=CN1)=O)C1=C2N(C=N1)C[C@@H](C2)F |&1:31| rac-tert-butyl (4-(4,7-dichloro-2-(1-((R)-6-fluoro-6,7-dihydro-5H-pyrrolo[1,2-c]imidazol-1-yl)-2-oxo-2-(thiazol-2-ylamino)ethyl)-2H-indazol-6-yl)phenethyl)(2-methoxyethyl)carbamate